C(CCCCCCC)(=O)OC(CN(CCCN(CCCN(C)CC(CCCCCCCC)OC(CCCCCCC)=O)C)C)CCCCCCCC (((methylazanediyl)bis(propane-3,1-diyl))bis(methylazanediyl))bis(decane-1,2-diyl) dioctanoate